(6-amino-2-ethylpyridin-3-yl)quinoline-7-carbonitrile NC1=CC=C(C(=N1)CC)C1=NC2=CC(=CC=C2C=C1)C#N